P1[O+](CCCC1)[O-] 2-oxaphosphacyclohexane 2-oxide